FC1=C(C=2N(N=C1)C=C(N2)C=2C=NN(C2)C)N2CC1CCC(C2)N1C(=O)OC(C)(C)C tert-butyl 3-(7-fluoro-2-(1-methyl-1H-pyrazol-4-yl)imidazo[1,2-b]pyridazin-8-yl)-3,8-diazabicyclo[3.2.1]octane-8-carboxylate